C(C=C)[C@]1([C@H](N(C[C@H]1OS(=O)(=O)C)C(=O)OC(C)(C)C)C(=O)OC)CCO 1-(tert-butyl) 2-methyl (2S,3R,4S)-3-allyl-3-(2-hydroxyethyl)-4-((methylsulfonyl)oxy)pyrrolidine-1,2-dicarboxylate